C(#N)C=1N=C(N(N1)C1=NC=CC=N1)C(C)N(C(C1=CC(=CC(=C1)C(F)(F)F)C(F)(F)F)=O)C N-[1-(5-cyano-2-pyrimidin-2-yl-1,2,4-triazol-3-yl)ethyl]-N-methyl-3,5-bis(trifluoromethyl)benzamide